FC(C=1C(=C(C=CC1)[C@@H](C)NC1=C(C(=NC(=N1)OC)C(C(=O)NC1=CC=C(C=C1)OC)C)C1OCCO1)F)F 2-(6-(((R)-1-(3-(difluoromethyl)-2-fluorophenyl)ethyl)amino)-5-(1,3-dioxolane-2-yl)-2-methoxypyrimidin-4-yl)-N-(4-methoxyphenyl)propanamide